BrC=1C=CC2=C(C1)C1(CCC(CC1)(F)F)CO2 5-bromo-4',4'-difluoro-2H-spiro[benzofuran-3,1'-cyclohexane]